[Si](C)(C)(C(C)(C)C)OC1=C(C=CC=C1)S(=O)(=O)N (tert-butyldimethylsilyloxy)benzenesulfonamide